C(C)[C@@H](C(=O)O)CC(=O)C1=CC2=C(C=C(C3=C2C=C(O3)C)OC)S1 (R)-2-ethyl-4-(4-methoxy-2-methylthieno[3,2-e]benzofuran-7-yl)-4-oxobutanoic acid